4-(cyclopropylmethyl)-2-methyl-1,4-diazepan C1(CC1)CN1CC(NCCC1)C